C(OOOC(C)(C)CC)(OC(C)C)=O tert-amylperoxy isopropyl monocarbonate